4-(benzyloxy)-N-(5-{imidazo[1,2-a]pyrimidin-6-yl}-2-methoxyphenyl)benzamide C(C1=CC=CC=C1)OC1=CC=C(C(=O)NC2=C(C=CC(=C2)C=2C=NC=3N(C2)C=CN3)OC)C=C1